2-(1-(2-(((2-(4-aminopiperidin-1-yl)-9-isopropyl-9H-purin-6-yl)amino)methyl)-3-fluorophenyl)-1H-pyrazol-3-yl)propan-2-ol NC1CCN(CC1)C1=NC(=C2N=CN(C2=N1)C(C)C)NCC1=C(C=CC=C1F)N1N=C(C=C1)C(C)(C)O